OP(O)OP(O)O.C(C)(C)(C)C1=C(C(=CC(=C1)C)C(C)(C)C)C(O)(C(CO)(CO)CO)CCCCCCCCCCCCCCCCCC 2,6-di-tert-butyl-4-methylphenyl-stearyl-pentaerythritol diphosphite